methyl (2R)-2-(2,4-dibromo-5-methoxybenzenesulfonamido)-3-methylbutanoate BrC1=C(C=C(C(=C1)Br)OC)S(=O)(=O)N[C@@H](C(=O)OC)C(C)C